(R)-N-((R)-1-(3-hydroxy-5-(trifluoromethyl)phenyl)ethyl)-2-methylpropane-2-sulfinamide OC=1C=C(C=C(C1)C(F)(F)F)[C@@H](C)N[S@](=O)C(C)(C)C